FC(C=1C=C(C=C(C1)C(F)(F)F)C(C1NCCC1)(O[Si](CC)(CC)CC)C1=CC(=CC(=C1)C(F)(F)F)C(F)(F)F)(F)F 2-{bis-[3,5-bis(trifluoromethyl)phenyl]-triethylsilanyloxy-methyl}-pyrrolidine